1-benzyl-4-(4-bromophenethyl)-1H-1,2,3-triazole C(C1=CC=CC=C1)N1N=NC(=C1)CCC1=CC=C(C=C1)Br